2-(1,3-dimethyl-2,6-dioxo-1,2,3,6-tetrahydropurin-7-yl)-N-{4-[1-(2-trifluoromethylphenyl)-1H-[1,2,3]triazol-4-yl]-phenyl}acetamide CN1C(N(C=2N=CN(C2C1=O)CC(=O)NC1=CC=C(C=C1)C=1N=NN(C1)C1=C(C=CC=C1)C(F)(F)F)C)=O